(R)-3-(4-chloro-2,5-dimethoxyphenyl)piperidine ClC1=CC(=C(C=C1OC)[C@@H]1CNCCC1)OC